P(O)(O)O.C(C)(C)(C)C1=C(C=CC(=C1)C(C)(C)C)C1=CC=C(C=C1)C1=CC=CC=C1 (2,4-di-t-butylphenyl-4,4'-biphenyl) phosphite